[2H]OC methanol-d